C(N)(=O)[C@@H]1CC[C@H](CC1)NC(OC(C)(C)C)=O trans-tert-butyl N-(4-carbamoylcyclohexyl)carbamate